CC1([C@@H](N2[C@H](S1)[C@@H](C2=O)N)C(=O)[O-])C The molecule is a penicillinate anion. It is a conjugate base of a 6-aminopenicillanic acid zwitterion. It is a conjugate acid of a 6-aminopenicillanic acid.